BrC1=CC=C(C=C1)C=1N=C(C2=C(N1)C1=C(S2)C=CC=C1)C1=CC=CC=C1 2-(4-bromophenyl)-4-phenylbenzo[4,5]thieno[3,2-d]pyrimidine